C(C)OC(CCN(C(=O)N)C=1C(=C2C=CN(C2=CC1)C1CCN(CC1)C(=O)OC(C)(C)C)C)=O tert-Butyl 4-(5-(1-(3-ethoxy-3-oxopropyl)ureido)-4-methyl-1H-indol-1-yl)piperidine-1-carboxylate